2-(2-chlorophenoxy)-6-nitro-5-propoxyquinoline ClC1=C(OC2=NC3=CC=C(C(=C3C=C2)OCCC)[N+](=O)[O-])C=CC=C1